(prop-1-en-2-yl)pyridine C=C(C)C1=NC=CC=C1